7-(5-methyl-2-piperidyl)-3,4-dihydro-2H-1,4-benzoxazine CC1CCC(NC1)C1=CC2=C(NCCO2)C=C1